C1(=CC(=CC(=C1)OB(O)O)OB(O)O)OB(O)O benzene-1,3,5-triyl-triboric acid